C(C)OC(=O)C1=C(SC(=C1C(=O)OCC)N=CC=1SC(=CC1)[N+](=O)[O-])NC(C=CC1=CC=CC=C1)=O 2-cinnamamido-5-(5-nitrothiophen-2-yl)methyleneaminothiophene-3,4-dicarboxylic acid diethyl ester